3-(2-Chloropyrimidin-4-yl)oxetan-3-ol ClC1=NC=CC(=N1)C1(COC1)O